(4-(7-((3-(difluoromethyl)bicyclo[1.1.1]pentan-1-yl)oxy)-1,3,4,5-tetrahydro-2H-benzo[c]azepin-2-yl)-2,6-dimethylphenyl)-3,3-dimethylbutanamide FC(C12CC(C1)(C2)OC2=CC1=C(CN(CCC1)C1=CC(=C(C(=C1)C)C(C(=O)N)C(C)(C)C)C)C=C2)F